N-(2-(1H-indol-3-yl)ethyl)-6-(benzo[b]thiophen-3-yl)-3-isopropylimidazo[1,5-a]pyrazin-8-amine N1C=C(C2=CC=CC=C12)CCNC=1C=2N(C=C(N1)C=1C3=C(SC1)C=CC=C3)C(=NC2)C(C)C